5-bromo-N-(4-((2-morpholinoethyl)amino)-2-(piperidin-1-yl)phenyl)furan-2-carboxamide BrC1=CC=C(O1)C(=O)NC1=C(C=C(C=C1)NCCN1CCOCC1)N1CCCCC1